3-(4,4-Dimethyl-2-oxo-3,4-dihydro-2H-pyran-6-yl)-4-fluoro-1-methyl-1H-indazole 2-oxide CC1(CC(OC(=C1)C1=[N+](N(C2=CC=CC(=C12)F)C)[O-])=O)C